2-(4-(4-fluoro-phenyl)-4-hydroxypiperidin-1-yl)-propan-1-ol mesylate S(C)(=O)(=O)OCC(C)N1CCC(CC1)(O)C1=CC=C(C=C1)F